N,N-dimethyl-3-butoxypropionamide CN(C(CCOCCCC)=O)C